NCC(CC[Si](OC)(OC)C)C 4-Amino(3-methylbutyl)methyldimethoxysilan